4,5,6,7-tetrahydro-3aH-indazole N=1N=CC2CCCCC12